5-[3-Fluoro-5-{[(1S)-1-(4-fluoropiperidin-4-yl)ethyl]amino}-4-(trifluoromethyl)phenyl]-1,3,4-oxadiazol-2(3H)-one FC=1C=C(C=C(C1C(F)(F)F)N[C@@H](C)C1(CCNCC1)F)C1=NNC(O1)=O